5-[(2-amino-3-fluoropyridin-4-yl)methyl]-2-[4-(difluoromethylsulfanyl)-2-fluoroanilino]-3,4-difluorobenzamide NC1=NC=CC(=C1F)CC=1C(=C(C(=C(C(=O)N)C1)NC1=C(C=C(C=C1)SC(F)F)F)F)F